8-(2,6-difluorobenzyl)-6-(3-(difluoromethyl)-1H-1,2,4-triazol-5-yl)imidazo[1,2-a]pyrazine FC1=C(CC=2C=3N(C=C(N2)C2=NC(=NN2)C(F)F)C=CN3)C(=CC=C1)F